C(CCC)O[Zr](OC)(OC)OCCCC Di-n-Butoxydimethoxyzirconium